O1[C@@H](CC1)CN1C(=NC2=C1C=C(C=C2)C(=O)O)CN2CCC(CC2)C2=NC(=CC=C2)OCC2=C(C=C(C=C2)C2COC2)OCC(F)(F)F (S)-1-(oxetan-2-ylmethyl)-2-((4-(6-((4-(oxetan-3-yl)-2-(2,2,2-trifluoroethoxy)benzyl)oxy)pyridin-2-yl)piperidin-1-yl)methyl)-1H-benzo[d]imidazole-6-carboxylic acid